1-chloro-6-(vinyloxy)hexane ClCCCCCCOC=C